phosphoramide (phosphonamidite) P(O)N.P(=O)(N)(N)N